3-Amino-4-(7-fluoro-1H-indazol-4-yl)-8-methyl-7-thiazol-2-yl-1H-1,5-naphthyridin-2-one NC=1C(NC2=C(C(=CN=C2C1C1=C2C=NNC2=C(C=C1)F)C=1SC=CN1)C)=O